N-(4-(but-3-en-1-yl)-4-methyl-7-(trifluoromethyl)-4H-chromeno[4,3-d]thiazol-2-yl)-4,6-dimethoxypyrimidine-5-carboxamide C(CC=C)C1(OC=2C=C(C=CC2C=2N=C(SC21)NC(=O)C=2C(=NC=NC2OC)OC)C(F)(F)F)C